N-{[(9H-fluoren-9-yl)methoxy]carbonyl}-L-valyl-N-[4-({[tert-butyl(dimethyl)silyl]oxy}methyl)-3-(3-hydroxyprop-1-yn-1-yl)phenyl]-N5-carbamoyl-L-ornithinamide C1=CC=CC=2C3=CC=CC=C3C(C12)COC(=O)N[C@@H](C(C)C)C(=O)N[C@@H](CCCNC(N)=O)C(=O)NC1=CC(=C(C=C1)CO[Si](C)(C)C(C)(C)C)C#CCO